C(C)(C)(C)OC(=O)N1CCC(CC1)OC1=CC=NC=C1 4-(pyridin-4-yloxy)piperidine-1-carboxylic acid tert-butyl ester